C12OOC(CC1)CC2 dioxabicyclo[2.2.2]octane